antimonate sodium [Na+].[Sb]([O-])([O-])([O-])=O.[Na+].[Na+]